N-((1,2,3,5,6,7-hexahydro-s-indacen-4-yl)carbamoyl)-1-(2-methyl-3-(4,4,5,5-tetramethyl-1,3,2-dioxaborolan-2-yl)propyl)-1H-pyrazole-3-sulfonamide C1CCC2=C(C=3CCCC3C=C12)NC(=O)NS(=O)(=O)C1=NN(C=C1)CC(CB1OC(C(O1)(C)C)(C)C)C